1-(1,2-benzoxazol-3-yl)ethan-1-one O1N=C(C2=C1C=CC=C2)C(C)=O